2-(4-Phenylphenyl)aniline C1(=CC=CC=C1)C1=CC=C(C=C1)C1=C(N)C=CC=C1